NC=1C=C(C=C(C1)C(F)(F)F)[C@@H](C)NC(=O)C1=CN(C(C=C1)=O)C1=C(C(=C(C=C1)OC)OC)F N-[(1R)-1-[3-amino-5-(trifluoromethyl)phenyl]ethyl]-1-(2-fluoro-3,4-dimethoxy-phenyl)-6-oxo-pyridine-3-carboxamide